CC1(N2C(OCC1)=C(C=N2)C2=CC1=C(N=CN=C1C=1C(=NN(C1)CC(C)(O)C)C1=CC=C(C=C1)F)O2)C (4-(6-(7,7-dimethyl-6,7-dihydro-5H-pyrazolo[5,1-b][1,3]oxazin-3-yl)furo[2,3-d]pyrimidin-4-yl)-3-(4-fluorophenyl)-1H-pyrazol-1-yl)-2-methylpropan-2-ol